C(CC#C)OC1N=C(OC1)C1=CC=CC=C1 4-(but-3-yn-1-yloxy)-2-phenyl-4,5-dihydro-oxazole